NC=1C=CC=C(C1)C1=C2NC(=C1)C=C1C=CC(=N1)C(=C1C=CC(N1)=C(C=1C=CC(N1)=C2N)N)N 5,10,15,20-tetra(amino)phenyl-porphyrin